trans-nonadienal C(\C=C\C=CCCCC)=O